sodium 2-[(4S)-8-fluoro-2-[4-(3-methoxyphenyl)piperazin-1-yl]-3-[2-methoxy (trifluoromethyl)phenyl]-4H-quinazolin-4-yl]acetate trihydrate O.O.O.FC=1C=CC=C2[C@@H](N(C(=NC12)N1CCN(CC1)C1=CC(=CC=C1)OC)C1=C(C(=CC=C1)C(F)(F)F)OC)CC(=O)[O-].[Na+]